N-((3-(benzyloxy)-1-butyl-6-methyl-4-oxo-1,4-dihydropyridin-2-yl)methyl)-4-(trifluoromethyl)benzamide ammonium [NH4+].C(C1=CC=CC=C1)OC1=C(N(C(=CC1=O)C)CCCC)CNC(C1=CC=C(C=C1)C(F)(F)F)=O